4-(3,5-dimethyl-1H-pyrazol-4-yl)benzaldehyde CC1=NNC(=C1C1=CC=C(C=O)C=C1)C